CN1N=C2C(N(CCC2)CC2=CC(=C3CN(C(C3=C2)=O)C2=CC(=CC=C2)C2(COC2)CC2=NN=CN2C)C(F)(F)F)=C1 6-((2-methyl-2,5,6,7-tetrahydro-4H-pyrazolo[4,3-b]pyridin-4-yl)methyl)-2-(3-(3-((4-methyl-4H-1,2,4-triazol-3-yl)methyl)oxetan-3-yl)phenyl)-4-(trifluoromethyl)isoindolin-1-one